C(#N)C1=NC(=C(C(=O)OCCCC)C(=C1)C1=C2C(=NC=C1)C=C(S2)CN2C(C1C(C1C2=O)(C)C)=O)C Butyl 6-Cyano-4-(2-((6,6-Dimethyl-2,4-Dioxo-3-Azabicyclo[3.1.0]Hexan-3-Yl)Methyl)Thieno[3,2-B]Pyridin-7-Yl)-2-Methylnicotinate